CN(C=1N=NNC1)C dimethyl-1,2,3-triazol-4-amine